tert-butyl (5-(5,5-dimethyl-1,3,2-dioxaborinan-2-yl)-2-methoxypyridin-3-yl)carbamate CC1(COB(OC1)C=1C=C(C(=NC1)OC)NC(OC(C)(C)C)=O)C